N,N-dioctadecyl-anilinium tetrakis(pentafluorophenyl)borate FC1=C(C(=C(C(=C1[B-](C1=C(C(=C(C(=C1F)F)F)F)F)(C1=C(C(=C(C(=C1F)F)F)F)F)C1=C(C(=C(C(=C1F)F)F)F)F)F)F)F)F.C(CCCCCCCCCCCCCCCCC)[NH+](C1=CC=CC=C1)CCCCCCCCCCCCCCCCCC